4-(5-chlorothiophen-2-yl)-1-(2,4-difluorophenyl)-3-(4-fluorophenyl)-N-(2-methoxyethyl)-5-methyl-4,5-dihydro-1H-pyrazole-5-carboxamide ClC1=CC=C(S1)C1C(=NN(C1(C(=O)NCCOC)C)C1=C(C=C(C=C1)F)F)C1=CC=C(C=C1)F